CC=1C=C(C=C(C1)C)C1=CC=C(C(=N1)N1C(C[C@@H](C1)C)(C)C)C(=O)NS(=O)(=O)C=1C(NC=CC1)=O 6-(3,5-dimethylphenyl)-N-[(2-oxo-1H-pyridin-3-yl)sulfonyl]-2-[(4S)-2,2,4-trimethylpyrrolidin-1-yl]pyridine-3-carboxamide